C(C)(C)(C)C=1C(=C(C(=O)NC2=CC(=C(C=C2)[N+](=O)[O-])C(F)(F)F)C(=C(C1)Cl)C)O 3-Tert-Butyl-5-Chloro-2-Hydroxy-6-Methyl-N-(4-Nitro-3-Trifluoromethyl-Phenyl)-Benzamide